FC=1C=C2C(=C(C=NC2=CC1)C(=O)N1CCC(CC1)(C)O)N1CCC(CC1)(C#N)C1=CC=CC=C1 1-(6-fluoro-3-(4-hydroxy-4-methylpiperidine-1-carbonyl)quinolin-4-yl)-4-phenylpiperidine-4-carbonitrile